BrC1=CC(=C(C=C1)N1CCC2(CN(C2)C(=O)OC(C)(C)C)CC1)[N+](=O)[O-] tert-butyl 7-(4-bromo-2-nitrophenyl)-2,7-diazaspiro[3.5]nonane-2-carboxylate